1-(6-Fluoro-3-(4-(pyrrolidine-1-carbonyl)piperazine-1-carbonyl)quinolin-4-yl)-4-methylpiperidine-4-carbonitrile FC=1C=C2C(=C(C=NC2=CC1)C(=O)N1CCN(CC1)C(=O)N1CCCC1)N1CCC(CC1)(C#N)C